F[C@@H](C1(COC1)C=1C=C(C=CC1)N1C(C2=CC(=CC(=C2C1)C(F)(F)F)CN1CC(C1)(C)O)=O)C1=NN=CN1C (S)-2-(3-(3-(fluoro(4-methyl-4H-1,2,4-triazol-3-yl)methyl)oxetan-3-yl)phenyl)-6-((3-hydroxy-3-methylazetidin-1-yl)methyl)-4-(trifluoromethyl)isoindolin-1-one